CC=1C=C(C=CC1C)C(=C)C1N(C1)C1=CC=C(C=C1)C 2-(1-(3,4-dimethylphenyl)vinyl)-1-p-tolylaziridine